ClC=1C=NC=C(C1[C@@H](C)OC=1C=C2C(=NNC2=CC1)C=1C=CC(=NC1)N1CC2(CN(C2)C(=O)OC)C1)Cl methyl 6-[5-[5-[(1R)-1-(3,5-dichloro-4-pyridyl)ethoxy]-1H-indazol-3-yl]-2-pyridyl]-2,6-diazaspiro[3.3]heptane-2-carboxylate